2-(naphthylamino)-ethanol C1(=CC=CC2=CC=CC=C12)NCCO